O=C1N[C@@H]([C@H]2CNC[C@H]21)CC(=O)N ((1R,3aS,6aR)-3-oxo-octahydropyrrolo[3,4-C]pyrrol-1-yl)acetamide